COC=1C(=CC(=C(C1)NCC=1C=C(C=CC1)N1C(NC(CC1)=O)=O)[N+](=O)[O-])NC1=NC=CC(=N1)C1=CN(C2=CC=CC=C12)C 1-(3-(((5-methoxy-4-((4-(1-methyl-1H-indol-3-yl)pyrimidin-2-yl)amino)-2-nitrophenyl)amino)methyl)phenyl)dihydropyrimidine-2,4(1H,3H)-dione